6-(1-(1-(4-(difluoromethoxy)phenyl)ethyl)-4-(propan-1-yn-1-yl)-1H-indazole-7-carboxamido)spiro[3.3]Heptane-2-carboxylic acid FC(OC1=CC=C(C=C1)C(C)N1N=CC2=C(C=CC(=C12)C(=O)NC1CC2(CC(C2)C(=O)O)C1)C#CC)F